N-((1-(ethylsulfonyl)piperidin-4-yl)methyl)benzamide C(C)S(=O)(=O)N1CCC(CC1)CNC(C1=CC=CC=C1)=O